ferrocenyl-sodium [C-]1(C=CC=C1)[Na].[CH-]1C=CC=C1.[Fe+2]